NC1=C2C(C3(C(OC4=C3C=CC(=C4)[C@]4([C@H](C4)C)C)(C2=CC=C1)O)NC(=O)C=1NC(=CC1)S(=O)(=O)C)=O N-(1-amino-7-((1R,2S)-1,2-dimethylcyclopropyl)-4b-hydroxy-10-oxo-4b,10-dihydro-9bH-indeno[1,2-b]benzofuran-9b-yl)-5-(methylsulfonyl)-1H-pyrrole-2-carboxamide